2-fluoro-1-(4-((4-((2-fluoro-4-((1-(5-fluoro-6-methylpyridin-3-yl)-1H-pyrazol-3-yl)oxy)phenyl)amino)-7-methoxyquinazolin-6-yl)amino)piperidin-1-yl)prop-2-en-1-one FC(C(=O)N1CCC(CC1)NC=1C=C2C(=NC=NC2=CC1OC)NC1=C(C=C(C=C1)OC1=NN(C=C1)C=1C=NC(=C(C1)F)C)F)=C